C(#N)[C@H](C[C@H]1C(NCCC1)=O)NC(=O)[C@H]1N([C@H]2CC([C@@H]1CC2)(F)F)C([C@@H](CC2CC2)NC=2C=NC=C(C2)C)=O (1R,3S,4R)-N-((S)-1-cyano-2-((S)-2-oxopiperidin-3-yl)ethyl)-2-((R)-3-cyclopropyl-2-((5-methylpyridin-3-yl)amino)propanoyl)-5,5-difluoro-2-azabicyclo[2.2.2]octane-3-carboxamide